Methyl 5-{[(tert-butoxycarbonyl)amino]methyl}-6-cyclopropylpyridine-2-carboxylate C(C)(C)(C)OC(=O)NCC=1C=CC(=NC1C1CC1)C(=O)OC